C(C)(C)(C)OC(NCC1(CCN(CC1)C1=NC=CC(=N1)N)OC)=O (1-(4-aminopyrimidin-2-yl)-4-methoxypiperidin-4-yl)methylcarbamic acid tert-butyl ester